FC=1C=C2C(=NC(=NC2=CC1)O)O (E)-6-fluoroquinazoline-2,4-diol